C(CCCCCCCC)(=O)O.C(CCCCCCCC)(=O)O.C(CCCCCCCC)(=O)O.C([C@H](O)[C@H](O)CO)O erythritol tripelargonate